N-[(2S,3S,4R)-3,4-dihydroxy-1-{[3,4,5-trihydroxy-6-(hydroxymethyl)oxan-2-yl]oxy}octadecan-2-yl]-11-{2-oxa-6-azaspiro[3.3]heptan-6-yl}undecanamide O[C@@H]([C@H](COC1OC(C(C(C1O)O)O)CO)NC(CCCCCCCCCCN1CC2(COC2)C1)=O)[C@@H](CCCCCCCCCCCCCC)O